3-Amino-6-(4-chlorophenyl)-2-(1-methyl-1H-pyrazol-4-yl)isonicotinic acid NC1=C(C(=O)O)C=C(N=C1C=1C=NN(C1)C)C1=CC=C(C=C1)Cl